FC(C)(F)C1=NC(=CC(=N1)NC1=CC(=NC=C1C1=NC=CN=C1)NC(C)=O)CC N-(4-((2-(1,1-difluoroethyl)-6-ethylpyrimidin-4-yl)amino)-5-(pyrazin-2-yl)pyridin-2-yl)acetamide